FC1=C(C=CC(=C1N)[N+](=O)[O-])NCC1=NC=C(C=C1F)C(F)(F)F 2-Fluoro-N1-((3-fluoro-5-(trifluoromethyl)pyridin-2-yl)methyl)-4-nitrobenzene-1,3-diamine